FC1(CCC(CC1)C1(C(NC2=C(C(=CC=C12)F)F)=O)C1=CC(=C(C=C1)B(O)O)F)F (4-(3-(4,4-difluorocyclohexyl)-6,7-difluoro-2-oxoindolin-3-yl)-2-fluoro-phenyl)boronic acid